5-(7-chloro-1,2,3,4-tetrahydronaphthalen-2-yl)-2-(2-fluorophenyl)-4,5,6,7-tetrahydro-3H-imidazo[4,5-c]pyridine, trifluoroacetic acid salt FC(C(=O)O)(F)F.ClC1=CC=C2CCC(CC2=C1)N1CC2=C(CC1)N=C(N2)C2=C(C=CC=C2)F